C(C)(=O)OC1=CC=C(C(=O)O)C=C1 4-(acetoxy)benzoic acid